9-((2R,3R,4S,5R)-4-((tert-butyldimethylsilyl)oxy)-3-hydroxy-5-(((2-sulfido-1,3,2-dithiaphospholan-2-yl)oxy)methyl)tetrahydrofuran-2-yl)-2-hydroxy-1,9-dihydro-6H-purin-6-one [Si](C)(C)(C(C)(C)C)O[C@H]1[C@H]([C@@H](O[C@@H]1COP1(SCCS1)=S)N1C=2N=C(NC(C2N=C1)=O)O)O